COC1=C(C=C(C=C(C(=O)OCC)C(C)=O)C=C1)[N+](=O)[O-] ethyl 2-(4-methoxy-3-nitrobenzylidene)-3-oxobutyrate